7-((1-(2-hydroxyethyl)-1H-pyrazol-4-yl)amino)-1-(tetrahydrofuran-3-yl)-3-((S)-1,2,3,4-tetrahydroquinolin-4-yl)-3,4-dihydropyrimido[4,5-d]pyrimidin-2(1H)-one OCCN1N=CC(=C1)NC1=NC=C2C(=N1)N(C(N(C2)[C@H]2CCNC1=CC=CC=C21)=O)C2COCC2